N-{4-[2-(cyclopropanecarboxamido)pyridine-4-oxy]-3-fluorophenyl}-7-(2,6-dichloro-5-fluorophenyl)pyrazolo[1,5-a]pyrimidine-5-carboxamide C1(CC1)C(=O)NC1=NC=CC(=C1)OC1=C(C=C(C=C1)NC(=O)C1=NC=2N(C(=C1)C1=C(C=CC(=C1Cl)F)Cl)N=CC2)F